(S)-4-(3-fluorophenoxy)-N-(7-(3-hydroxy-3-methylbut-1-yn-1-yl)-5-methyl-4-oxo-2,3,4,5-tetrahydropyrido[3,2-b][1,4]oxazepin-3-yl)pyridineamide FC=1C=C(OC2=CC(=NC=C2)C(=O)N[C@@H]2C(N(C3=C(OC2)C=CC(=N3)C#CC(C)(C)O)C)=O)C=CC1